NC1=C2C(=C3C(=N1)C=C(N3)C(=O)N(C)[C@@H](C)C3=C(C=C(C=C3)C(F)(F)F)F)CO[C@@H]2C (R)-5-amino-N-((S)-1-(2-fluoro-4-(trifluoromethyl)phenyl)ethyl)-N,6-dimethyl-6,8-dihydro-1H-furo[3,4-d]pyrrolo[3,2-b]pyridine-2-carboxamide